N=1C=CN2C1C=CC(=C2)C=2C=CN1N=C(N=C(C12)OC)N[C@@H]1CC[C@@H](CC1)OC 5-(imidazo[1,2-a]pyridin-6-yl)-4-methoxy-N-(cis-4-methoxycyclohexyl)pyrrolo[2,1-f][1,2,4]triazin-2-amine